CC1=CC=NC=2C(CCCC12)=O 4-methyl-6,7-dihydroquinolin-8(5H)-one